methyl 3-((methoxycarbonyl)amino)picolinate COC(=O)NC=1C(=NC=CC1)C(=O)OC